BrC1=C(C(=NN1)COC)C(=O)OCC ethyl 5-bromo-3-(methoxymethyl)-1H-pyrazole-4-carboxylate